FC=1C(=NC(=NC1)N[C@H]1[C@@H](COCC1)O)C=1C=C2C(=CC=NC2=CC1)C(C)C (3S,4R)-4-((5-fluoro-4-(4-isopropylquinolin-6-yl)pyrimidin-2-yl)amino)tetrahydro-2H-pyran-3-ol